C(C(C)(C)C)(=O)OCN1N=NC(=C1)C1CN(C1)C1=NOC(=C1)C=1C=NC(=NC1)NC1CC2=CC(=C(C=C2C1)F)F (4-(1-(5-(2-((5,6-difluoro-2,3-dihydro-1H-inden-2-yl)amino)pyrimidine-5-yl)isoxazol-3-yl)azetidin-3-yl)-1H-1,2,3-triazol-1-yl)methyl pivalate